C(C1=CC=CC=C1)OC=1C(=C2CC(CC2=C(C1)OC)C(=O)OCC)C=O Ethyl 5-(benzyloxy)-4-formyl-7-methoxy-2,3-dihydro-1H-indene-2-carboxylate